FC(S(=O)(=O)NC1=C(C=CC=C1)C1=CC=C2[C@@H]([C@H](COC2=C1)CC=1N=C(SC1)C)O)(F)F 1,1,1-Trifluoro-N-(2-{(3S,4R)-4-hydroxy-3-[(2-methyl-1,3-thiazol-4-yl)methyl]-3,4-dihydro-2H-chromen-7-yl}phenyl)-methanesulfonamide